N-Lactoyl-ethanolamine phosphate P(=O)(O)(O)OCCNC(C(O)C)=O